tert-butyl N-[2-[5-[1-benzyloxy-1-(trifluoromethyl)but-3-enyl]-1,3,4-oxadiazol-2-yl]-6-but-3-enylsulfonyl-5-(trifluoromethyl)-3-pyridyl]carbamate C(C1=CC=CC=C1)OC(CC=C)(C(F)(F)F)C1=NN=C(O1)C1=NC(=C(C=C1NC(OC(C)(C)C)=O)C(F)(F)F)S(=O)(=O)CCC=C